CN1N=C(C=C1C1=CC=CC=C1)C(=O)N1CCN(CC1)C(=O)NC=1C=NC=CC1 4-(1-methyl-5-phenyl-1H-pyrazole-3-carbonyl)-N-(3-pyridinyl)piperazine-1-carboxamide